FC(C1=CC=C(C=C1)CC=1C=2N(C=CC1)C=NC2C(=O)OC)(F)F methyl 8-[[4-(trifluoromethyl) phenyl]methyl]imidazo[1,5-a]pyridine-1-carboxylate